2-{4-(phenanthren-9-yl)phenyl}-5-{3,5-bis(quinolin-3-yl)phenyl}pyridine C1=CC=CC=2C3=CC=CC=C3C(=CC12)C1=CC=C(C=C1)C1=NC=C(C=C1)C1=CC(=CC(=C1)C=1C=NC2=CC=CC=C2C1)C=1C=NC2=CC=CC=C2C1